(2E)-2-tetradecenal C(\C=C\CCCCCCCCCCC)=O